4-(6-methyl-5-(4,4,5,5-tetramethyl-1,3,2-dioxaborolan-2-yl)pyridin-2-yl)morpholine CC1=C(C=CC(=N1)N1CCOCC1)B1OC(C(O1)(C)C)(C)C